(2S)-2-Ethylbutyl 2-(((4-formyl-5-hydroxy-6-methylpyridin-3-yl)methoxy)(phenoxy)phosphorylamino)propanoate C(=O)C1=C(C=NC(=C1O)C)COC1=C(OP(=O)=N[C@H](C(=O)OCC(CC)CC)C)C=CC=C1